C(CCCCCCCCCCC)N(C(C(S(=O)(=O)F)(F)F)=O)CCCCCCCCCCCC 2-(Didodecylamino)-1,1-difluoro-2-oxoethane-1-sulfonyl fluoride